N-(2-(3-chlorobenzylamino)ethyl)-1,4-benzoxazine ClC=1C=C(CNCCN2C=COC3=C2C=CC=C3)C=CC1